C(C)OC(=O)C1=C(C2=C(C(=N1)Br)CCC2)Br 1,4-Dibromo-6,7-dihydro-5H-cyclopenta[c]pyridine-3-carboxylic acid ethyl ester